N-{(R)-4-[(3R,4R,5S)-3-amino-4-hydroxy-5-methylpiperidin-1-yl]-7-hydroxy-6,7-dihydro-5H-cyclopenta[b]pyridin-3-yl}-6-(2,6-difluorophenyl)-5-fluoropyridinecarboxamide dihydrochloride Cl.Cl.N[C@@H]1CN(C[C@@H]([C@H]1O)C)C1=C2C(=NC=C1NC(=O)C1=NC(=C(C=C1)F)C1=C(C=CC=C1F)F)[C@@H](CC2)O